Dimyristyl dimyristate C(CCCCCCCCCCCCC)(=O)OCCCCCCCCCCCCCC.C(CCCCCCCCCCCCC)(=O)OCCCCCCCCCCCCCC